COCCCC(CC1=CC=C(C=C1)C(F)(F)F)=NO 5-methoxy-1-(4-trifluoromethyl-phenyl)pentanone oxime